(8S,9S,10S,13S,14S,17S)-10-hydroxy-13-methyl-3-oxo-6,7,8,9,10,11,12,13,14,15,16,17-dodecahydro-3H-cyclopenta[a]phenanthren-17-yl (tert-butoxycarbonyl)glycinate C(C)(C)(C)OC(=O)NCC(=O)O[C@H]1CC[C@H]2[C@@H]3CCC4=CC(C=C[C@@]4([C@H]3CC[C@]12C)O)=O